Cl.OC1=CC(OC)=C2C=3[C@@]45[C@@H](O2)C(=O)C=C[C@H]4[C@@H](CC13)N(C)CC5 hydroxycodeinone hydrochloride